C(=O)[O-].FC=1C=C(C=CC1OC)C1=CN=C2N1C=CN=C2NC2=CC(=C(C(=O)N1CCC(CC1)C(=O)NCC[N+](C)(C)C)C=C2)C 2-(1-(4-((3-(3-fluoro-4-methoxyphenyl)imidazo[1,2-a]pyrazin-8-yl)amino)-2-methylbenzoyl)piperidine-4-carboxamido)-N,N,N-trimethylethanaminium formate